6-(4-Fluorobenzyl)-3-methyl-5-((2-(pyrrolidin-1-yl)ethyl)amino)pyrazine-2-carboxylic acid methyl ester COC(=O)C1=NC(=C(N=C1C)NCCN1CCCC1)CC1=CC=C(C=C1)F